FC1=C(N[CH2])C(=CC=C1)F 2,6-difluoro-N-(λ3-methyl)aniline